N-(4-bromo-2-chlorophenyl)-4-chlorobutyramide BrC1=CC(=C(C=C1)NC(CCCCl)=O)Cl